3-[3,4-Bis(oxan-2-yloxy)phenyl]-1-[2-hydroxy-4-(oxan-2-yloxy)phenyl]prop-2-en-1-one O1C(CCCC1)OC=1C=C(C=CC1OC1OCCCC1)C=CC(=O)C1=C(C=C(C=C1)OC1OCCCC1)O